3-methoxy-5-nitro-4-(3-hydroxypropyl)benzamide 3-(N,N-dimethyl-N-hexadecylammonio)-2-hydroxypropane-1-sulfonate C[N+](CCCCCCCCCCCCCCCC)(C)CC(CS(=O)(=O)[O-])O.COC=1C=C(C(=O)N)C=C(C1CCCO)[N+](=O)[O-]